5-bromobenzo[d][1,3]dioxol-4-amine BrC1=C(C2=C(OCO2)C=C1)N